2-methyl-7-(3,3,4,4-tetramethylborolan-1-yl)-2,3-dihydroisoxazolo[4,5-b]pyridine CN1OC=2C(=NC=CC2B2CC(C(C2)(C)C)(C)C)C1